[K+].COC(=O)[NH-] (Methoxycarbonyl)amide potassium salt